3-cyclopropyl-5-(trifluoromethyl)aniline (R)-2-oxo-1-phenyl-2-(phenylamino)ethyl-3-amino-6-(1-(piperidin-4-yl)-1H-pyrazol-4-yl)pyrazine-2-carboxylate O=C([C@@H](C1=CC=CC=C1)OC(=O)C1=NC(=CN=C1N)C=1C=NN(C1)C1CCNCC1)NC1=CC=CC=C1.C1(CC1)C=1C=C(N)C=C(C1)C(F)(F)F